2-(2,3-dihydrobenzo[b][1,4]dioxin-6-yl)-6-(4-(trans-2-(hydroxymethyl)cyclohexyl-amino)piperidin-1-yl)benzonitrile O1C2=C(OCC1)C=C(C=C2)C2=C(C#N)C(=CC=C2)N2CCC(CC2)N[C@H]2[C@@H](CCCC2)CO